(S)-3-(1-(6-ethoxy-5-methoxypyridin-2-yl)-2-(methylsulfonyl)ethyl)-6-(4-fluorophenyl)-1H-imidazo[4,5-b]pyridin-2(3H)-one C(C)OC1=C(C=CC(=N1)[C@@H](CS(=O)(=O)C)N1C(NC=2C1=NC=C(C2)C2=CC=C(C=C2)F)=O)OC